2-(2'-cyclobutyl-6-{[(1R,3R)-3-{[4,4-dimethyl-1-(2H3)methyl-L-prolyl]amino}cyclopentyl]oxy}-3'-fluoro[1,1'-biphenyl]-3-yl)-2-methylpropanoic acid C1(CCC1)C1=C(C=CC=C1F)C1=CC(=CC=C1O[C@H]1C[C@@H](CC1)NC([C@H]1N(CC(C1)(C)C)C([2H])([2H])[2H])=O)C(C(=O)O)(C)C